3'-methyl-4-pentyl-3-(9H-purin-8-yl)-[1,1'-biphenyl]-2,6-diol CC=1C=C(C=CC1)C=1C(=C(C(=CC1O)CCCCC)C=1NC2=NC=NC=C2N1)O